N1=CC(=CC=C1)OCC1=CC=C(OC2CN(C2)C=2C(=C(C(=O)O)C=CC2)N2C=CC=C2)C=C1 3-(3-(4-((pyridin-3-yloxy)methyl)phenoxy)azetidin-1-yl)-2-(1H-pyrrol-1-yl)benzoic acid